C(C=C)N(C=1C(=CC=C2C(=CNC12)Cl)CNC1COCCC1)S(N(C)C)(=O)=O N-allyl-3-chloro-N-(dimethylsulfamoyl)-6-[(tetrahydropyran-3-ylamino)methyl]-1H-indol-7-amine